O1C(OCC1)C1=C(C=CC=C1OCC1=CC=C(C=C1)OC)CCC(=O)OC methyl 3-(2-(1,3-dioxolan-2-yl)-3-((4-methoxybenzyl)oxy) phenyl)propanoate